2-hydroxy-2-(1-methyl-1H-pyrazol-4-yl)acetohydrazide OC(C(=O)NN)C=1C=NN(C1)C